Cl.N[C@@H](C)C1=NC=NN1C=1SC(=CN1)C#N 2-{5-[(1S)-1-aminoethyl]-1H-1,2,4-triazol-1-yl}-1,3-thiazole-5-carbonitrile hydrochloride